NC1=C(C(N(C2=C(C=CC=C12)OCC1(CC1)S(=O)(=O)C1CC1)C)=O)C(=O)NCC1=CC=C(C=C1)C#N 4-amino-N-(4-cyanobenzyl)-8-((1-(cyclopropylsulfonyl)cyclopropyl)methoxy)-1-methyl-2-oxo-1,2-dihydroquinoline-3-carboxamide